FC=1COC2=C(C1O)C=CC=C2F (3S,4R)-3,8-difluorobenzopyran-4-ol